ClC1=CC=C(C=C1)C(CN1CCC(CC1)CC1=CC=C(C=C1)F)O α-(4-chlorophenyl)-4-[(4-fluorophenyl)methyl]-1-piperidineethanol